NC=1C=C(C=CC1)S(=O)(=O)NC1=CC=C(C=C1)C(C=CC1=CC=C(C=C1)O)=O 3-Amino-N-[4-[3-(4-hydroxyphenyl)prop-2-enoyl]phenyl]benzenesulfonamide